5-methyl-N-(5-methyl-1H-pyrazol-3-yl)-6-(piperidin-1-yl)-2-(p-tolyloxy)pyrimidin CC=1C=NC(N(C1N1CCCCC1)C1=NNC(=C1)C)OC1=CC=C(C=C1)C